O1C2(OCC1)CC1=CC=CC(=C1C2)N2CCN(CC2)C(=O)OC(C)(C)C tert-Butyl 4-(1,3-dihydrospiro[indene-2,2'-[1,3]dioxolan]-4-yl)piperazine-1-carboxylate